cumyl hydroxy peroxide OOOC(C)(C)C1=CC=CC=C1